diethylaminoethyl-isothiourea C(C)N(CC)CCNC(S)=N